N-(1-(4-(2-((dimethylamino)methyl)phenyl)selenophen-2-yl)ethyl)-6,7-dimethoxy-2-methylquinazolin-4-amine CN(C)CC1=C(C=CC=C1)C=1C=C([Se]C1)C(C)NC1=NC(=NC2=CC(=C(C=C12)OC)OC)C